FC(C1=CC=C(C=C1)C1=CN=C(O1)NC=1C=CC(=NC1)C#N)F 5-((5-(4-(difluoromethyl)phenyl)oxazol-2-yl)amino)picolinonitrile